C1(CC1)CON=C(NC(CC1=CC=CC=C1)=O)C1=C(C(=CC=C1OC(F)F)F)F N-(cyclopropylmethoxyimino-(6-difluoromethoxy-2,3-difluoro-phenyl)-methyl)-2-phenylacetamide